1cis-oleic acid C(CCCCCCC\C=C/CCCCCCCC)(=O)O